3-((3-(1-(2-(4-(((5-fluoro-4-oxo-2-(((tetrahydro-2H-pyran-4-yl)thio)methyl)-3,4-dihydroquinazolin-7-yl)oxy)methyl)piperidin-1-yl)ethyl)piperidin-4-yl)phenyl)amino)piperidine-2,6-dione FC1=C2C(NC(=NC2=CC(=C1)OCC1CCN(CC1)CCN1CCC(CC1)C=1C=C(C=CC1)NC1C(NC(CC1)=O)=O)CSC1CCOCC1)=O